1,2-di-tert-butyloxycarbonyl-hydrazine tert-butyl-4-(4-amino-2-methylphenyl)piperazine-1-carboxylate C(C)(C)(C)OC(=O)N1CCN(CC1)C1=C(C=C(C=C1)N)C.C(C)(C)(C)OC(=O)NNC(=O)OC(C)(C)C